Methyl (S)-3-(2'-(but-3-en-1-ylcarbamoyl)-6'-methyl-[1,1'-biphenyl]-3-yl)-3-((tert-butoxycarbonyl)amino)propanoate C(CC=C)NC(=O)C1=C(C(=CC=C1)C)C1=CC(=CC=C1)[C@H](CC(=O)OC)NC(=O)OC(C)(C)C